tert-butyl (3R)-3-((5-(((R)-tert-butylsulfinyl)amino)-7-(2-chloropyridin-3-yl)heptyl)oxy)pyrrolidine-1-carboxylate C(C)(C)(C)[S@@](=O)NC(CCCCO[C@H]1CN(CC1)C(=O)OC(C)(C)C)CCC=1C(=NC=CC1)Cl